COC1=C(C=C(C=C1)B(O)O)C(=O)OC (4-methoxy-3-(methoxycarbonyl)phenyl)boronic acid